1,2,4-oxadiazole-3-carboxamide TFA salt OC(=O)C(F)(F)F.O1N=C(N=C1)C(=O)N